COC=1C=CC=2N(C1)C(=NC2)C=2N=C(C1=C(N2)C(=CS1)C1=NC=CC=C1)O 2-(6-Methoxyimidazo[1,5-a]pyridin-3-yl)-7-(pyridin-2-yl)thieno[3,2-d]pyrimidin-4-ol